(2S)-piperidin-4-yl 2-(((((2R,3S,4R,5S)-5-(4-aminopyrrolo[2,1-f][1,2,4]triazin-7-yl)-2-cyano-3,4-dihydroxytetrahydrofuran-2-yl)methoxy)(phenoxy)phosphoryl)amino)propanoate NC1=NC=NN2C1=CC=C2[C@H]2[C@@H]([C@@H]([C@@](O2)(C#N)COP(=O)(OC2=CC=CC=C2)N[C@H](C(=O)OC2CCNCC2)C)O)O